1-tert-butyl-9,10-bis(n-hexylcarbonyloxy)anthracene C(C)(C)(C)C1=CC=CC2=C(C3=CC=CC=C3C(=C12)OC(=O)CCCCCC)OC(=O)CCCCCC